C(C1=CC=CC=C1)(=O)N1[C@@H](CN(C[C@@H]1C)C(=O)C1=NN2C(N=CC=C2C2=CC(=C(C=C2)OC)OC)=C1)C ((3R,5S)-4-benzoyl-3,5-dimethylpiperazin-1-yl)(7-(3,4-dimethoxyphenyl)pyrazolo[1,5-a]pyrimidin-2-yl)methanone